OC(C=CC=CCC=CCCCC(=O)NCCCC(=O)O)CC=CCCCCC N-(12-hydroxy-5,8,10,14-eicosatetraenoyl)-γ-aminobutyric acid